C([C@@H](O)[C@@H](O)[C@@H](O)[C@H](O)CO)O Talitol